(S)-4-(((S)-1-(3-(1,1-difluoro-2-hydroxy-2-methylpropyl)-2-fluorophenyl)ethyl)amino)-8-methoxy-2,6,8-trimethyl-6,8-dihydro-7H-pyrrolo[2,3-g]quinazolin-7-one FC(C(C)(C)O)(F)C=1C(=C(C=CC1)[C@H](C)NC1=NC(=NC2=CC3=C(C=C12)N(C([C@@]3(C)OC)=O)C)C)F